BrC=1C=C(C=C2C=C(NC12)C1CNCCC1)C(=O)OC Methyl 7-bromo-2-(piperidin-3-yl)-1H-indole-5-carboxylate